ClC1=CC(=C(C=C1)C=1CCCC2=C(C1C1=CC=C(C=C1)C=C1CN(C1)CCC(F)F)C=CC(=C2)C(=O)O)C 8-(4-chloro-2-methylphenyl)-9-(4-((1-(3,3-difluoropropyl)azetidin-3-ylidene)methyl)phenyl)-6,7-dihydro-5H-benzo[7]annulene-3-carboxylic acid